OC=1C(=CC2=C(C=C(S2)C(=O)OCC)C1)OC ethyl 5-hydroxy-6-methoxy-1-benzothiophene-2-carboxylate